(R)-N-(4-(4,7-dimethyl-5-(4-(pyrrolidine-1-carbonyl)cyclohex-1-en-1-yl)-7H-pyrrolo[2,3-d]pyrimidin-6-yl)-3-methylphenyl)acrylamide CC=1C2=C(N=CN1)N(C(=C2C2=CC[C@@H](CC2)C(=O)N2CCCC2)C2=C(C=C(C=C2)NC(C=C)=O)C)C